tert-Butyl N-[(3,3-dimethyltetrahydropyran-4-ylidene)amino]carbamate CC1(COCCC1=NNC(OC(C)(C)C)=O)C